N-(2,3-dihydro-1H-inden-2-yl)-2-((2-hydroxyphenyl)amino)-6-((2,4,4-trimethyl-pentan-2-yl)amino)pyrimidine-4-carboxamide C1C(CC2=CC=CC=C12)NC(=O)C1=NC(=NC(=C1)NC(C)(CC(C)(C)C)C)NC1=C(C=CC=C1)O